4-(benzyl(methyl)carbamoyl)cyclohex-1-en-1-yl trifluoromethanesulfonate FC(S(=O)(=O)OC1=CCC(CC1)C(N(C)CC1=CC=CC=C1)=O)(F)F